N-(5-(((3-(p-tolyl)-1,2,4-oxadiazol-5-yl)methyl)thio)-1,3,4-thiadiazol-2-yl)-3-(trifluoromethyl)benzamide C1(=CC=C(C=C1)C1=NOC(=N1)CSC1=NN=C(S1)NC(C1=CC(=CC=C1)C(F)(F)F)=O)C